The molecule is a monocarboxylic acid amide resulting from the formal condensation of the carboxy group of 2-[4-fluoro-3-(trifluoromethyl)phenoxy]butyric acid with the amino group of benzylamine. It is a monocarboxylic acid amide, an aromatic ether, a member of monofluorobenzenes and a member of (trifluoromethyl)benzenes. It derives from a benzylamine. CCC(C(=O)NCC1=CC=CC=C1)OC2=CC(=C(C=C2)F)C(F)(F)F